ClC1=C(C(=O)N2CC3=CC=CC(=C3CC2)[C@H](CC(=O)O)C2=CC3=C(N(N=N3)C)C(=C2)OC)C=CC(=C1)C#N (R)-3-[2-(2-chloro-4-cyanobenzoyl)-1,2,3,4-tetrahydroisoquinolin-5-yl]-3-(7-methoxy-1-methyl-1H-benzo[d][1,2,3]triazol-5-yl)propionic acid